[NH2+]=C(S)N Thiuronium